Cl.C(C)N1N=C(C=C1C=1N=CC2=C(NC3=C(C=C(C=C23)C(=O)N)OCCCN2CCNCC2)N1)C 2-(1-ethyl-3-methyl-1H-pyrazol-5-yl)-8-(3-(piperazin-1-yl)propoxy)-9H-pyrimido[4,5-b]indole-6-carboxamide hydrochloride